3-acetoxy-tetradecatrien C(C)(=O)OC(C=C)=CC=CCCCCCCCC